3-(3-bromophenyl)-8-((6-chloropyridin-3-yl)methyl)pyrido[2,3-d]pyrimidin-2,4(3h,8h)-dione BrC=1C=C(C=CC1)N1C(N=C2C(C1=O)=CC=CN2CC=2C=NC(=CC2)Cl)=O